1-Phenyl-2,5,8,11,14,17,20,23,26-nonaoxaoctacosane-28-ol C1(=CC=CC=C1)COCCOCCOCCOCCOCCOCCOCCOCCOCCO